1-(3-oxocyclobutyl)-6-(4,4,5,5-tetramethyl-1,3,2-dioxaborolan-2-yl)-1,2,3,4-tetrahydro-1,8-naphthyridin-2-one O=C1CC(C1)N1C(CCC2=CC(=CN=C12)B1OC(C(O1)(C)C)(C)C)=O